FC(S(=O)(=O)OC=1C=C(C=2N(C1)N=CC2C#N)C=2C=NC(=CC2)N2CC1N(C(C2)C1)CC1=CC=C(C=C1)SC)(F)F 3-cyano-4-(6-(6-(4-(methylthio)benzyl)-3,6-diazabicyclo[3.1.1]heptan-3-yl) pyridin-3-yl)pyrazolo[1,5-a]pyridin-6-yl trifluoromethanesulfonate